ClC1=C(C=C(C=C1)C1=C(C2=C(CCC1)C=C(C=C2)O)C2=NC=C(N=C2)O[C@@H]2CNCC2)F 6-(4-chloro-3-fluoro-phenyl)-5-[5-[(3S)-pyrrolidin-3-yl]oxypyrazin-2-yl]-8,9-dihydro-7H-benzo[7]annulen-2-ol